OCCOC1=C2C(NC=NC2=CC=C1[N+](=O)[O-])=O 5-(2-hydroxyethoxy)-6-nitroquinazolin-4(3H)-one